O=C1NC(CCC1N1C(C2=CC=CC(=C2C1)NCCCCC(=O)NCC#CC1=NC(=C(N=C1)NS(=O)(=O)C1=CC=C(C=C1)NC(\C=C\C=1SC(=CC1)[N+](=O)[O-])=O)OC)=O)=O (E)-5-((2-(2,6-dioxopiperidin-3-yl)-1-oxoisoindolin-4-yl)amino)-N-(3-(6-methoxy-5-((4-(3-(5-nitrothiophen-2-yl)acrylamido)phenyl)sulfonamido)pyrazin-2-yl)prop-2-yn-1-yl)pentanamide